CCCCC/C=C\\C/C=C\\C/C=C\\C/C=C\\C/C=C\\CCCCCCCCCCCC(C(=O)[O-])O The molecule is a hydroxy fatty acid anion that is the conjugate base of (14Z,17Z,20Z,23Z,26Z)-2-hydroxydotriacontapentaenoic acid, obtained by deprotonation of the carboxy group; major species at pH 7.3. It is a 2-hydroxy fatty acid anion, a hydroxy polyunsaturated fatty acid anion and an ultra-long-chain fatty acid anion. It is a conjugate base of a (14Z,17Z,20Z,23Z,26Z)-2-hydroxydotriacontapentaenoic acid.